ClC1=CC=C(C=C1)C1=NC=CC(=N1)C1=CC(=C(C(=C1)OC)OC)OC 2-(4-chlorophenyl)-4-(3,4,5-trimethoxyphenyl)pyrimidine